N1C=NC(C=C1)=O Pyrimidin-4(1H)-one